C[C@H]1N([C@@H](C2=CC=C3C(=C2C1)OC(N3C(C3=CC=CC=C3)(C3=CC=CC=C3)C3=CC=CC=C3)=O)C3=CC=C(C=N3)NC3CN(C3)C(=O)OC(C)(C)C)CC(F)(F)F tert-butyl 3-((6-((6S,8R)-8-methyl-2-oxo-7-(2,2,2-trifluoroethyl)-3-triphenylmethyl-2,3,6,7,8,9-hexahydrooxazolo[5,4-f]isoquinolin-6-yl)pyridin-3-yl)amino)azetidine-1-carboxylate